C(C1=CC=CC=C1)N1C(CSC2=C1C=C(C=C2)NC(=S)NC2=CC=C1C=CNC1=C2)=O 1-(4-benzyl-3-oxo-1,4-benzothiazin-6-yl)-3-(1H-indol-6-yl)thiourea